C(C)(C)(C)OC(=O)N1CCN(CC1)C1=CC=C(C=C1)C1=C(C=C(C=C1)Cl)N1CC(CCC1)N1N=CC(=C1C(F)(F)F)C(=O)OCC 4-(4'-Chloro-2'-{3-[4-(ethoxycarbonyl)-5-(trifluoromethyl)-1H-pyrazol-1-yl]piperidin-1-yl}[1,1'-biphenyl]-4-yl)piperazine-1-carboxylic acid tert-butyl ester